COC1=C(C=CC(=C1)NC(=O)C1(CCCC1)C1=CC=C(C=C1)Cl)NC(=O)C1=CC(=NC=C1)Cl N-(2-methoxy-4-(1-(4-chlorophenyl)cyclopentane-1-carboxamido)phenyl)-2-chloropyridine-4-carboxamide